BrC=1C=CC(=NC1)C1CCNCC1 5-Bromo-2-(piperidin-4-yl)pyridine